COC=1C=C(C=CC1CC=1SC=CN1)C=1C=C2C(NC(=NC2=CC1)C)=O 6-(3-methoxy-4-(thiazol-2-ylmethyl)phenyl)-2-methyl-quinazoline-4(3H)-one